C(C)OC(CCC(=O)C1=NC2=C(C=CC=C2C(=C1O)C#N)C1=C(C=CC=C1)OC)=O 4-[4-cyano-3-hydroxy-8-(2-methoxy-phenyl)-quinolin-2-yl]-4-oxo-butyric acid ethyl ester